O=C1NC=C(C=C1)CCC 2-oxo-5-propylpyridin